2-chloro-N-(5-(2-(((1r,4r)-4-(dimethylamino)cyclohexyl)amino)-8-ethyl-7-fluoroquinazolin-6-yl)-3-fluoro-6-methoxypyridin-2-yl)benzenesulfonamide ClC1=C(C=CC=C1)S(=O)(=O)NC1=NC(=C(C=C1F)C=1C=C2C=NC(=NC2=C(C1F)CC)NC1CCC(CC1)N(C)C)OC